BrC1=CNC(C2=C(C=CC=C12)F)=O 4-Bromo-8-fluoroisoquinolin-1(2H)-one